FC(=C1CCN(CC1)C1=C(C(=O)N)C=CC(=C1)NS(=O)(=O)CCO)F 2-(4-(difluoromethylene)piperidin-1-yl)-4-((2-hydroxyethyl)sulfonamido)benzamide